[Mo].COP(C1=CC=CC=C1)OC (dimethoxyphenyl-phosphine) molybdenum